C(C)N1C(C=C(C(=C1)C)I)=O 1-ethyl-4-iodo-5-methylpyridin-2(1H)-one